(3-((1S,3S)-3-(Pyrimidin-5-yl)cyclohexyl)-1,2,3-oxadiazol-3-ium-5-yl)((3-(2-(o-tolyl)acetamido)-5-(trifluoromethyl)phenyl)carbamoyl)amide N1=CN=CC(=C1)[C@@H]1C[C@H](CCC1)[N+]1=NOC(=C1)[N-]C(NC1=CC(=CC(=C1)C(F)(F)F)NC(CC1=C(C=CC=C1)C)=O)=O